(S)-2-(3-((6-((1-(3-isopropylphenyl)ethyl)carbamoyl)-1,2-dimethyl-1H-indol-3-yl)methyl)phenoxy)-2-methyl-propanoic acid C(C)(C)C=1C=C(C=CC1)[C@H](C)NC(=O)C1=CC=C2C(=C(N(C2=C1)C)C)CC=1C=C(OC(C(=O)O)(C)C)C=CC1